O=C1NC(CC[C@@H]1NC(=O)C1=NC=C2N1C=CC=C2)=O (S)-N-(2,6-dioxopiperidin-3-yl)imidazo[1,5-a]pyridine-3-carboxamide